CC1=NC(=NC(=C1)C)N1CC(C1)NC(OC(C)(C)C)=O tert-Butyl (1-(4,6-dimethylpyrimidin-2-yl)azetidin-3-yl)carbamate